C(C)OC(=O)C1=CC(C(C(C1)N)NC(C)=O)OC(CC)CC 4-Acetamido-5-amino-3-(1-ethylpropoxy)cyclohex-1-ene-1-carboxylic acid ethyl ester